CC1(OC(C2=C(O1)C=C(C=C2)CN2N=CC(=C2)C(=O)O)=O)C 1-((2,2-dimethyl-4-oxo-4H-benzo[d][1,3]dioxin-7-yl)methyl)-1H-pyrazole-4-carboxylic acid